5-methyl-furan-2-carbonyl chloride CC1=CC=C(O1)C(=O)Cl